1-[1-[2-(difluoromethoxy)pyridin-4-yl]-2-hydroxyethyl]-3-(4-fluoro-1-bicyclo[2.2.2]octanyl)urea FC(OC1=NC=CC(=C1)C(CO)NC(=O)NC12CCC(CC1)(CC2)F)F